COC(=O)C1=C(C=NC=C1)NC[C@@H]1CCOC2=C1C=CC(=C2)N(C2=CC=C(C=C2)C2CCOCC2)C 3-({[(4R)-7-{methyl-[4-(Oxacyclohex-4-yl)phenyl]amino}-3,4-dihydro-2H-1-benzopyran-4-yl]methyl}amino)pyridine-4-carboxylic acid methyl ester